COCCC=1C=C(C=O)C=CC1OCC1CCN(CC1)S(=O)(=O)C 3-(2-Methoxy-ethyl)-4-((1-(methylsulfonyl)piperidin-4-yl)methoxy)benzaldehyde